FC=1C=CC(=C2C=NNC12)[N+](=O)[O-] 7-fluoro-4-nitro-1H-indazole